C(CCCC)OP(O)=O phosphonic acid hydrogen pentyl ester